C(C)(C)(C)OC(=O)N[C@H](C(=O)OC(C)(C)C)CC=1C=C2C(=NN(C2=CC1)C)C#N tert-butyl (S)-2-((tert-butoxycarbonyl)amino)-3-(3-cyano-1-methyl-1H-indazol-5-yl)propanoate